BrC1=CC2=C(N=C(O2)NC(CCCCCCNC(C(C(F)(F)F)(O)O)=O)=O)C=C1 N-(6-bromobenzo[d]oxazol-2-yl)-7-(3,3,3-trifluoro-2,2-dihydroxypropanamido)heptanamide